NC=1C=CC(=C2CN(C(C12)=O)CC(C(=O)N(C)C)=C)C=1C=C2C(=NNC2=CC1)C=1SC=CC1 2-({7-amino-1-oxo-4-[3-(thiophen-2-yl)-1H-indazol-5-yl]-2,3-dihydro-1H-isoindol-2-yl}methyl)-N,N-dimethylprop-2-enamide